FC1=C(C=C(C=C1)C1=NC=CC=C1C1=NN2C(N=CC=C2)=N1)C 2-(4-Fluoro-3-methylphenyl)pyridin-3-yl-[1,2,4]triazolo[1,5-a]pyrimidin